F[P-](F)(F)(F)(F)F.C(CCC)N1CN(C=C1)C L-1-butyl-3-methyl-imidazole hexafluorophosphate